C(C1=CC=CC=C1)OCC1=NN(C(N1CC)=O)N1C(C2=CC=CC=C2C=C1)=O (3-((benzyloxy)methyl)-4-ethyl-5-oxo-4,5-dihydro-1H-1,2,4-triazol-1-yl)Isoquinolin-1(2H)-one